C=1N=CN2C1C(OCC2)C=2C=C(C#N)C=CC2 3-(5,6-dihydro-8H-imidazo[5,1-c][1,4]oxazin-8-yl)benzonitrile